CC1=C(C2=C(N=CN=C2NC2(CC2)C)O1)C(=O)NCC1OCCC1 6-methyl-4-[(1-methylcyclopropyl)amino]-N-(tetrahydrofuran-2-ylmethyl)furo[2,3-d]pyrimidine-5-carboxamide